methyl (2E)-3-[1-(oxan-2-yl)indazol-6-yl]prop-2-enoate O1C(CCCC1)N1N=CC2=CC=C(C=C12)/C=C/C(=O)OC